4-cyclopropoxy-1-(6-(2-hydroxyphenyl)pyridazin-4-yl)-N-methyl-N-(piperidin-4-yl)piperidine-4-carboxamide C1(CC1)OC1(CCN(CC1)C1=CN=NC(=C1)C1=C(C=CC=C1)O)C(=O)N(C1CCNCC1)C